FC1(CCC(CC1)CC1=C(C(=O)N)C=CC(=C1)C#CC1=C(C=C(C=C1)F)F)F ((4,4-difluorocyclohexyl)methyl)-4-((2,4-difluorophenyl)ethynyl)benzamide